N-(1-(difluoromethyl)-1H-indazol-6-yl)-4-iodo-2-(6-azaspiro[2.5]oct-6-yl)benzamide FC(N1N=CC2=CC=C(C=C12)NC(C1=C(C=C(C=C1)I)N1CCC2(CC2)CC1)=O)F